C(C)(=O)C1=C(C=C(C=C1)Cl)C=1C(=NN(C(C1)=O)[C@H](C(=O)NC1=CC=C(C(=O)OC(C)(C)C)C=C1)CCC1=CC=CC=C1)OC tert-butyl (S)-4-(2-(4-(2-acetyl-5-chlorophenyl)-3-methoxy-6-oxopyridazin-1(6H)-yl)-4-phenylbutanamido)benzoate